C(=C\C1=CC=C(C=C1S(=O)(=O)[O-])C#N)/C1=CC=C(C=C1S(=O)(=O)[O-])C#N.[Na+].[Na+] sodium (E)-6,6'-(ethene-1,2-diyl)bis(3-cyanobenzenesulfonate)